[Si](C)(C)(C(C)(C)C)OC1CC(C1)NC(=O)C=1SC=C(N1)C(=O)N1[C@H](CCC1)C N-((1r,3r)-3-((tert-butyldimethylsilyl)oxy)cyclobutyl)-4-((S)-2-methylpyrrolidine-1-carbonyl)thiazole-2-carboxamide